FC(C1CCN2C(NCC21)=O)(F)F 7-(trifluoromethyl)hexahydro-3H-pyrrolo[1,2-c]imidazol-3-one